C(C=C)OCC(COCC=C)O 1,3-bis(allyloxy)-2-propanol